4-{[5-cyano-4-(2,2-dimethylmorpholin-4-yl)pyrimidin-2-yl]amino}benzenesulfonamide C(#N)C=1C(=NC(=NC1)NC1=CC=C(C=C1)S(=O)(=O)N)N1CC(OCC1)(C)C